aluminum(III) s-butoxide bis(ethylacetoacetate) CCC(O[Al](O/C(=C\C(=O)OCC)/C)O/C(=C\C(=O)OCC)/C)C